FC1(CC(C1)C=1C=CC(=NC1)C(NC(=O)C1N(CC(C1)F)C(CC=1OC=C(N1)C(F)(F)F)=O)C1=CC=CC=C1)F N-{[5-(3,3-difluorocyclobutyl)pyridin-2-yl](phenyl)methyl}-4-fluoro-1-{2-[4-(trifluoromethyl)-1,3-oxazol-2-yl]acetyl}pyrrolidine-2-carboxamide